6-(3,4-difluorophenyl)-3-methyl-1-(2-oxobutyl)imidazo[4,5-b]Pyridine FC=1C=C(C=CC1F)C=1C=C2C(=NC1)N(CN2CC(CC)=O)C